C(O[C@H]1C[C@H](CC1)C1=CC(=NN1)NC1=NN(C(C=C1)=O)C)(OC1=CC=C(C=C1)[N+](=O)[O-])=O (1R,3S)-3-(3-((1-methyl-6-oxo-1,6-dihydropyridazin-3-yl)amino)-1H-pyrazol-5-yl)cyclopentyl (4-nitrophenyl) carbonate